BrC1=C2C=CNC2=CC(=C1C(=O)C1=CC(=NC=C1)C(N)=S)F 4-(4-bromo-6-fluoro-1H-indole-5-carbonyl)pyridine-2-carbothioamide